FC(C1=NN=C(O1)C=1C=NC(=NC1)CN1N=C(N=N1)C1=CC=C2CNC(C2=C1)=O)F 6-(2-((5-(5-(difluoromethyl)-1,3,4-oxadiazol-2-yl)pyrimidin-2-yl)methyl)-2H-tetrazol-5-yl)isoindolin-1-one